O=C1NC(CCC1N1C(C2=CC=C(C=C2C1)OC1CCN(CC1)C(=O)OC(C)(C)C)=O)=O tert-butyl 4-((2-(2,6-dioxopiperidin-3-yl)-1-oxoisoindolin-5-yl)oxy)piperidine-1-carboxylate